[Br-].BrCCCCCCCCCC[P+](C1=CC=CC=C1)(C1=CC=CC=C1)C1=CC=CC=C1 (10-bromodecyl)triphenylphosphonium bromid